C(C1=CC=CC=C1)N1C(CC(CC1)CO)CC(C)O (1-benzyl-4-(hydroxymethyl)piperidin-2-yl)propan-2-ol